4-((2,2-diethoxyethyl)(2-methylbutyl)amino)-4-oxobutanoate C(C)OC(CN(C(CCC(=O)[O-])=O)CC(CC)C)OCC